BrC1=CC(=CC(=C1)C)C(C)Br 1-bromo-3-(1-bromoethyl)-5-methyl-benzene